(S)-N'-((1,2,3,5,6,7-hexahydro-s-indacen-4-yl)carbamoyl)-4-(2-(methylamino)propan-2-yl)benzenesulfonimidamide C1CCC2=C(C=3CCCC3C=C12)NC(=O)N=[S@@](=O)(N)C1=CC=C(C=C1)C(C)(C)NC